5-methoxy-7-(5-methoxypyridin-3-yl)-N-(3-(methylamino)-3-oxopropyl)-N-(2-morpholinoethyl)benzo[b]thiophene-2-carboxamide COC1=CC2=C(SC(=C2)C(=O)N(CCN2CCOCC2)CCC(=O)NC)C(=C1)C=1C=NC=C(C1)OC